C1(CC1)OC1=NC=C(C=C1C=1C=NN2C1N=C(C=C2)N2CCNCC2)OC(F)(F)F 3-[2-(cyclopropoxy)-5-(trifluoromethoxy)-3-pyridyl]-5-piperazin-1-yl-pyrazolo[1,5-a]pyrimidine